CN1C(N(C(C2=C1N=C(C=C2NCC(=O)NC2=CC=C(C=C2)F)N2CCOCC2)=O)C)=O 2-[(1,3-dimethyl-7-morpholinyl-2,4-dioxo-1,2,3,4-tetrahydropyrido[2,3-d]pyrimidin-5-yl)amino]-N-(4-fluorophenyl)acetamide